N-ethyl-3-methoxy-4-(prop-2-yn-1-ylamino)benzamide C(C)NC(C1=CC(=C(C=C1)NCC#C)OC)=O